FC(O[C@H](CN1C(=NC2=C1C=C(C=C2)C(=O)O)CN2[C@H](C[C@H](CC2)OC2=NC(=NC=C2)COC2=C(C=C(C=C2)F)F)C)C)F 1-[(2S)-2-(Difluoromethoxy)propyl]-2-{[(2S,4S)-4-({2-[(2,4-difluorophenoxy)methyl]pyrimidin-4-yl}oxy)-2-methylpiperidin-1-yl]methyl}-1H-1,3-benzodiazole-6-carboxylic acid